C(C)(C)(C)OC(=O)C1=CC=NN1CCCCCBr 1-(5-Bromopentyl)-1H-pyrazole-5-carboxylic acid tert-butyl ester